bis(4-ethylphenyl) phenylphosphite C1(=CC=CC=C1)P(OC1=CC=C(C=C1)CC)(OC1=CC=C(C=C1)CC)[O-]